P(=O)([O-])([O-])[O-].[C+4].[K+].C1(CCC1)C1=NN(C(=C1)NC1=CC=C(C(=N1)C(=O)N1[C@H](CCC(C1)(F)F)CNC(C)=O)C)C (R)-N-((1-(6-((3-cyclobutyl-1-methyl-1H-pyrazol-5-yl)amino)-3-methylpyridine-2-carbonyl)-5,5-difluoropiperidin-2-yl)methyl)acetamide potassium carbon phosphate